tert-butyl-(2-Ethylhexyl) monoperoxycarbonate C(OC(C(CCCC)CC)C(C)(C)C)(=O)O[O-]